(4-Chlorophenyl)magnesium Chloride Lithium Chloride [Cl-].[Li+].ClC1=CC=C(C=C1)[Mg]Cl